ClC1=NC=C(C(=C1)NC1CC(CCC1)NC(OC(C)(C)C)=O)[N+](=O)[O-] tert-butyl N-[3-[(2-chloro-5-nitro-4-pyridyl)amino]cyclohexyl]carbamate